1-(N-morpholinyl)-3-methylenehept-4,6-diene N1(CCOCC1)CCC(C=CC=C)=C